2-(((1r,3r)-3-aminocyclobutyl)amino)-8-(isopropylamino)pyrido[3,4-d]pyrimidine-6-carbonitrile NC1CC(C1)NC=1N=CC2=C(N1)C(=NC(=C2)C#N)NC(C)C